COC1=CC(=CC2=C1OC(CO2)C=2C=NC(=CC2)C)CN2C=NC=1C2=NC=C(C1)N1CC(C1)OC 3-((8-methoxy-2-(6-methylpyridin-3-yl)-2,3-dihydrobenzo[b][1,4]dioxin-6-yl)methyl)-6-(3-methoxyazetidin-1-yl)-3H-imidazo[4,5-b]pyridine